C(C)O[Si](CCCCCCCC[Si](OCC)(OCC)OCC)(OCC)OCC 1,8-di-(triethoxy-silyl)-octane